(E)-2-(2-cyclohexylvinyl)-4,4,5,5-tetramethyl-1,3,2-dioxaborolane C1(CCCCC1)/C=C/B1OC(C(O1)(C)C)(C)C